OCC(C)(C)NC(CN(C)C=1C2=C(N=C(N1)C1=NC=CC(=C1)OCCO)CCC2)=O N-(1-hydroxy-2-methylpropan-2-yl)-2-({2-[4-(2-hydroxyethoxy)pyridin-2-yl]-5H,6H,7H-cyclopenta[d]pyrimidin-4-yl}(methyl)amino)acetamide